C[C@@H]1[C@@H](C[C@@H](C(N1CC(F)(F)F)=O)NC(=O)C=1NC=2CCC3(C(NC4=NC=CC=C43)=O)CC2C1)C1=C(C(=CC=C1F)F)F N-((3S,5S,6R)-6-methyl-2-oxo-1-(2,2,2-trifluoroethyl)-5-(2,3,6-trifluorophenyl)piperidin-3-yl)-2'-oxo-1,1',2',4,6,7-hexahydrospiro[indole-5,3'-pyrrolo[2,3-b]pyridine]-2-formamide